4-[[(1S)-2,2-dimethylcyclopentyl]amino]-N'-(2-ethyl-4-hydroxy-phenyl)-6-(6-methoxy-4-methyl-3-pyridyl)pyrrolo[1,2-b]pyridazine-3-carboxamidine CC1([C@H](CCC1)NC=1C=2N(N=CC1C(=NC1=C(C=C(C=C1)O)CC)N)C=C(C2)C=2C=NC(=CC2C)OC)C